C(=O)O.O1NCC2C1C(CCCC2)C(=O)N octahydro-2H-oxacyclohepta[2,3-C]pyrrole-8-carboxamide formate